4-(3-(trifluoromethyl)phenyl-4-d)piperazin FC(C=1C=C(C=CC1[2H])N1CCNCC1)(F)F